6-isopropylpyrazin C(C)(C)C1=CN=CC=N1